tert-butyl (S)-4-(4-(bromomethyl)-3-(methoxycarbonyl)-5-(trifluoromethyl)benzyl)-3-isopropylpiperazine-1-carboxylate BrCC1=C(C=C(CN2[C@H](CN(CC2)C(=O)OC(C)(C)C)C(C)C)C=C1C(F)(F)F)C(=O)OC